ClC=1C=C(OC2C(C(C2(C)C)NC(=O)C=2N=NC(=CC2)N2CCN(CC2)CC=2C=C3CN(C(C3=CC2)=O)C2C(NC(CC2)=O)=O)(C)C)C=CC1C#N N-((1r,3r)-3-(3-chloro-4-cyanophenoxy)-2,2,4,4-tetramethylcyclobutyl)-6-(4-((2-(2,6-dioxopiperidin-3-yl)-1-oxoisoindoline-5-yl)methyl)piperazin-1-yl)pyridazine-3-carboxamide